4-((6,7-dimethoxyquinolin-4-yl)oxy)benzoic acid COC=1C=C2C(=CC=NC2=CC1OC)OC1=CC=C(C(=O)O)C=C1